ClC(C(F)(F)F)(Cl)F 1,1-dichlorotetrafluoroethane